C(C)(C)(C)OC(=O)N[C@H](C(=O)N1[C@@H](C[C@H](C1)OC1=NC2=CC=CC=C2N=C1C=1SC=CC1)C(=O)OC)CCCCCC=C Methyl (2S,4R)-1-((S)-2-((tert-butoxycarbonyl)amino)non-8-enoyl)-4-((3-(thiophen-2-yl)quinoxalin-2-yl)oxy)pyrrolidine-2-carboxylate